[Br-].C(C=C)(=O)NCC[N+](C)(C)C acryloylaminoethyltrimethylammonium bromide